1-Ethyl-6-oxo-1,6-dihydropyridine-3-carboxylic acid C(C)N1C=C(C=CC1=O)C(=O)O